NC=1C(NC2=C3C=CC=NC3=C(C=C2C1C1=C2C=NNC2=C(C=C1)F)C1CC(C1)C#N)=O (1r,3r)-3-[3-amino-4-(7-fluoro-1H-indazol-4-yl)-2-oxo-1H-1,7-phenanthroline-6-yl]cyclobutane-1-carbonitrile